C(C)(=O)C1=CC(=NC(=C1)F)N1N=C(C=C1C)C#N 1-(4-acetyl-6-fluoro-2-pyridyl)-5-methyl-pyrazole-3-carbonitrile